methyl (1r,2'S,4S)-4-(3-chloroanilino)-2'-{(2R)-2-methyl-3-[(1-methyl-1H-pyrrolo[3,2-b]pyridin-7-yl)oxy]propyl}-2',3'-dihydrospiro[cyclohexane-1,1'-indene]-4-carboxylate ClC=1C=C(NC2(CCC3([C@H](CC4=CC=CC=C34)C[C@H](COC3=C4C(=NC=C3)C=CN4C)C)CC2)C(=O)OC)C=CC1